COC(C=CC(CC1=CC=CC=C1)NC(=O)OC(C)(C)C)=O 4-((tert-Butoxycarbonyl)amino)-5-phenylpent-2-enoic acid methyl ester